CC1=CC=C(N=N1)OCCN(CCC(C(=O)O)NC(CC1=CC=CC=C1)=O)CCCCC1=NC=2NCCCC2C=C1 4-[2-(6-methylpyridazin-3-yl)oxyethyl-[4-(5,6,7,8-tetrahydro-1,8-naphthyridin-2-yl)butyl]amino]-2-[(2-phenylacetyl)amino]butanoic acid